FC(C(=O)O)(F)F.F[C@@H]1[C@@H](C1)NC(=O)C1=CN=C2N1N=C(C=C2NC)NC=2C(N(C=CC2)C2CCNCC2)=O N-[(1R,2S)-2-fluorocyclopropyl]-8-(methylamino)-6-{[2-oxo-1-(piperidin-4-yl)pyridin-3-yl]amino}imidazo[1,2-b]pyridazine-3-carboxamide trifluoroacetate